N-[5-(2,2-difluoroethyl)-4,6-dimethoxy-pyrimidin-2-yl]-6-(difluoromethyl)-1H-pyrrolo[2,3-b]pyridine-3-sulfonamide FC(CC=1C(=NC(=NC1OC)NS(=O)(=O)C1=CNC2=NC(=CC=C21)C(F)F)OC)F